4-(3,4-dimethoxyphenoxy)-3-(2-trityl-2H-tetrazol-5-yl)aniline COC=1C=C(OC2=C(C=C(N)C=C2)C=2N=NN(N2)C(C2=CC=CC=C2)(C2=CC=CC=C2)C2=CC=CC=C2)C=CC1OC